CC=1CP(CC1)(C1=CC=CC=C1)=O 2,5-dihydro-3-methyl-1-phenyl-1H-phosphole 1-oxide